Butyl-5-nitro-1H-benzimidazole C(CCC)N1C=NC2=C1C=CC(=C2)[N+](=O)[O-]